C(=O)(OC(C)(C)C)N1[C@@H](CNCC1)C(=O)O (S)-1-Boc-piperazine-2-carboxylic acid